Silan Acrylate C(C=C)(=O)O.[SiH4]